3-(1-cyclopropylpiperidin-4-yl)-7-(8-fluoro-2-methylimidazo[1,2-a]pyridin-6-yl)quinazolin-4(3H)-one C1(CC1)N1CCC(CC1)N1C=NC2=CC(=CC=C2C1=O)C=1C=C(C=2N(C1)C=C(N2)C)F